[W]=O.[Nb] niobium tungsten oxid